CO[N+]1=CC=CC2=CC=CC=C12.[N+3] nitrogen methoxyquinolinium salt